FC1=C(C=C(C(=C1)OC=1C2=C(N=CN1)C=C(C(=N2)OC)OCCOC)F)NC(=O)C2(CC2)C(=O)NC2=CC=C(C=C2)F 1-N'-[2,5-difluoro-4-[6-methoxy-7-(2-methoxyethoxy)pyrido[3,2-d]pyrimidin-4-yl]oxyphenyl]-1-N-(4-fluorophenyl)cyclopropane-1,1-dicarboxamide